N[C@@H](CO)C(=O)N[C@@H]([C@@H](C)CC)C(=O)O serylisoleucine